cobalt (ii) acetate dihydrate O.O.C(C)(=O)[O-].[Co+2].C(C)(=O)[O-]